(+)-N-[(cis)-4-hydroxy-1,1-dioxidotetrahydrothiophen-3-yl]-3-oxo-2-(1,2-thiazol-4-yl)-6-[4-(trifluoromethyl)phenyl]-2,3-dihydropyridazine-4-carboxamide O[C@@H]1[C@@H](CS(C1)(=O)=O)NC(=O)C=1C(N(N=C(C1)C1=CC=C(C=C1)C(F)(F)F)C=1C=NSC1)=O